CN(C)CC1=C(C=CC=C1)O (N,N-dimethylaminomethyl)phenol